C(\C=C\C(=O)O)(=O)O.C(C)(C)(C)C=1NC(=C(N1)C1=CC=C2C(=N1)N(C(=N2)N)CC(C)(C)C)C2=CC=C(C=C2)F 5-[2-tert-butyl-5-(4-fluoro-phenyl)-1H-imidazol-4-yl]-3-(2,2-dimethyl-propyl)-3H-imidazo[4,5-b]pyridin-2-ylamine fumarate